(1S,5R)-1-(3-fluoro-4-methylphenyl)-3-methyl-3-aza-bicyclo[3.1.0]hexane FC=1C=C(C=CC1C)[C@]12CN(C[C@@H]2C1)C